3-tert-butyl-1-pyridin-3-yl-1H-pyrazol-5-amine C(C)(C)(C)C1=NN(C(=C1)N)C=1C=NC=CC1